2-methoxy-4-bromo-5-methoxyethylphenethylamine COC1=C(CCN)C=C(C(=C1)Br)CCOC